FC1=CC(=C(C=C1C=1C=NC(=NC1)N1CCOCC1)NC(=O)C1=CNC(C=C1C(F)(F)F)=O)N1C[C@H]2[C@@H](C1)CCN2CC N-[4-fluoro-5-(2-morpholin-4-ylpyrimidin-5-yl)-2-[(3aR,6aR)-1-ethyl-2,3,3a,4,6,6a-hexahydropyrrolo[2,3-c]pyrrol-5-yl]phenyl]-6-oxo-4-(trifluoromethyl)-1H-pyridine-3-carboxamide